C(C1=CC=CC=C1)N1N=NC(=C1)CN(CC=1N=NN(C1)CC1=CC=CC=C1)CC=1N=NN(C1)CC1=CC=CC=C1.[Cu+2] copper (II) tris[(1-benzyl-1H-1,2,3-triazol-4-yl)methyl]amine